2,4,6-triisopropyl-bromobenzene C(C)(C)C1=C(C(=CC(=C1)C(C)C)C(C)C)Br